C(C1=CC=CC=C1)OC1CC(C1)/C(=C/C(=O)OCC)/C ethyl (E)-3-(3-benzyloxycyclobutyl)but-2-enoate